FC1=CC(=C(OC2=CN(C3=CC=CC=C23)C2=C(C=CC=C2)C)C=C1[N+](=O)[O-])OC 3-(4-fluoro-2-methoxy-5-nitrophenoxy)-1-tolyl-1H-indole